(3-(4-amino-3-chloro-1H-pyrazol-1-yl)azetidin-1-yl)(cyclopropyl)methanone NC=1C(=NN(C1)C1CN(C1)C(=O)C1CC1)Cl